(R)-3-amino-2-((1,1-dioxido-2,3-dihydrothiophen-3-yl)carbamoyl)-5-(5-(trifluoromethyl)thiophen-2-yl)pyridine 1-oxide NC=1C(=[N+](C=C(C1)C=1SC(=CC1)C(F)(F)F)[O-])C(N[C@H]1CS(C=C1)(=O)=O)=O